3-bromo-5-(1-(cyclopentylmethyl)-3,5-dimethyl-1H-pyrazol-4-yl)pyridine BrC=1C=NC=C(C1)C=1C(=NN(C1C)CC1CCCC1)C